1-Ethyl-3-iodo-1,5-dihydro-4H-pyrazolo[4,3-e]pyridin-4-one C(C)N1N=C(C=2C(CC=NC21)=O)I